5-(3-(ethylsulfonyl)-6-(methylsulfonyl)pyridin-2-yl)-2-(trifluoromethyl)pyrazolo[1,5-a]pyrimidine C(C)S(=O)(=O)C=1C(=NC(=CC1)S(=O)(=O)C)C1=NC=2N(C=C1)N=C(C2)C(F)(F)F